NC1=NC=CC(=C1N(C(OCC)=O)C(C)C)OC1=C(C=C(C=C1)N)F ethyl (2-amino-4-(4-amino-2-fluorophenoxy)pyridine-3-yl)(isopropyl)carbamate